C(C)(C)(C)C1=CC=C(C=C1)SBr 4-T-butylbromothiobenzene